NC=1C=2N(C=CN1)C(=NC2C)[C@@H](C)C=2C(=C(C(=O)NC[C@@H]1COCC1)C(=C(C2)Cl)F)OC(C)C 3-((S)-1-(8-amino-1-methylimidazo[1,5-a]pyrazin-3-yl)ethyl)-5-chloro-6-fluoro-2-isopropoxy-N-(((R)-tetrahydrofuran-3-yl)methyl)benzamide